FC=1C(=C(C(=CC1)F)B(O)O)OC 3,6-DIFLUORO-2-METHOXYPHENYLBORONIC ACID